C(C)(C)(C)C1=C(C(=CC=C1)C(C)(C)C)C=1C(=C(C=CC1C1=CC=CC=C1)P(O)O)C1=C(C=CC=C1C(C)(C)C)C(C)(C)C bis(2,6-di-tert-butylphenyl)-4-phenyl-phenylphosphonous acid